CC1=C(OC=2C(=CC(N(C2)C)=O)C=2C3=C(C(N(C2)C)=O)NC(=C3)C3=CC=C(C(=O)N)C=C3)C(=CC=C1)C 4-(4-(5-(2,6-dimethylphenoxy)-1-methyl-2-oxo-1,2-dihydropyridin-4-yl)-6-methyl-7-oxo-6,7-dihydro-1H-pyrrolo[2,3-c]pyridin-2-yl)benzamide